4-[(2-fluoro-3-{[(3R)-3-methyl-7-oxo-9-oxa-2,6-diazaspiro[4.5]decan-1-yl]methyl}-[1,1'-biphenyl]-2-yl)oxy]butanoic acid FC1(C(=CC=CC1CC1N[C@@H](CC12NC(COC2)=O)C)C2=CC=CC=C2)OCCCC(=O)O